ClC=1C=C(C(=O)OCC)C=C(N1)C=1SC(=CN1)Cl Ethyl 2-chloro-6-(5-chlorothiazol-2-yl)isonicotinate